CC1OC(CN(C1)C=1C=CC(=NC1)C1(CCC2(OCCO2)CC1)O)C 8-(5-(2,6-dimethylmorpholino)pyridin-2-yl)-1,4-dioxaspiro[4.5]decan-8-ol